[Br-].C(CC[P+](C1=CC=CC=C1)(C1=CC=CC=C1)CCCC=C)[P+](C1=CC=CC=C1)(C1=CC=CC=C1)CCCC=C.[Br-] propane-1,3-diylbis(pent-4-en-1-yldiphenylphosphonium) bromide